dithiolselon S1(SCC=C1)=[Se]